C(C)[C@]1(C(OCC=2C(N3CC=4C(=NC=5C=C(C(=C6C5C4[C@@](CC6)(CCO)O)C)F)C3=CC21)=O)=O)O (1R,9S)-9-ethyl-5-fluoro-1,9-dihydroxy-1-(2-hydroxyethyl)-4-methyl-1,2,3,9,12,15-hexahydro-10H,13H-benzo[de]pyrano[3',4':6,7]indolizino[1,2-b]quinoline-10,13-dione